C(C)(O)O ethylidene hydroxide